ClC=1C=C(C=CC1)CCN1CC(C(C1)C)COC1=CC=C(C=C1)S(=O)(=O)CCCC(=O)OC methyl 4-(4-{[1-[2-(3-chlorophenyl)ethyl]-4-methylpyrrolidin-3-yl]methoxy}benzenesulfonyl)butanoate